C(C1=CC=CC=C1)OC(CCC=C)(C(F)(F)F)C=1OC(=NN1)C1=NC(=C(C=C1Cl)C(F)(F)F)Cl 2-[1-benzyloxy-1-(trifluoromethyl)pent-4-enyl]-5-[3,6-dichloro-5-(trifluoromethyl)-2-pyridinyl]-1,3,4-oxadiazole